CC1=C(OC=2CCC3=CNN=C3C21)C(=O)NC[C@H]2OCCC2 8-methyl-N-[(2S)-tetrahydrofuran-2-ylmethyl]-4,5-dihydro-2H-furo[2,3-g]indazole-7-carboxamide